6-[2-(methoxymethoxy)phenyl]-4-(8-[2-[3-(piperazin-1-yl)propyl]pyridin-4-yl]-3,8-diazabicyclo[3.2.1]oct-3-yl)pyridazin-3-amine COCOC1=C(C=CC=C1)C1=CC(=C(N=N1)N)N1CC2CCC(C1)N2C2=CC(=NC=C2)CCCN2CCNCC2